COC=1N=C2C(=CC=NC2=CC1OC)OC1=C(C=C(C=C1)NC(=O)C=1C(C(=C2N(C1)CC(O2)C)C2=CC=C(C=C2)F)=O)F N-[4-[(6,7-dimethoxy-1,5-naphthyridin-4-yl)oxy]-3-fluorophenyl]-8-(4-fluorophenyl)-2-methyl-7-oxo-2,3-dihydro-[1,3]oxazolo[3,2-a]pyridine-6-carboxamide